C(C)(C)NC1=NC(=NC=C1CC1=C(C=C(C(=C1)OC)OC)C(C)C)NC N*4*-Isopropyl-5-(2-isopropyl-4,5-dimethoxy-benzyl)-N*2*-methyl-pyrimidine-2,4-diamine